FC(OC=1C=C2C(=C(C=NC2=CC1)S(=O)(=O)N1CCOCC1)NC1=C(C(=O)O)C=CC=C1)F 2-[[6-(difluoromethoxy)-3-morpholinesulfonyl-4-quinolinyl]amino]benzoic acid